NC=1C=C(C(=O)O)C=C(C1)N 3,5-diaminobenzoic acid